OC1=C(C=CC(=O)O)C=CC=C1O 2,3-dihydroxycinnamic acid